C(=O)(O)C=1C=C(C=CC1C(=O)O)[Si](C)(C)C1=CC(=C(C=C1)C(=O)O)C(=O)O bis(3,4-dicarboxyphenyl)dimethylsilane